2-acetamido-5-mercapto-1,3,4-thiadiazole C(C)(=O)NC=1SC(=NN1)S